CCCCCCCCC1C(O1)CCCCCCCC(=O)OCCCCCCCC octyl epoxystearate